ClC=1C=CC2=C(C(=NCC3=C2N=C(N=C3)NC3=CC(=C(C(=O)NCCCNC(OC(C)(C)C)=O)C=C3)OC)C3=C(C=CC=C3OC)F)C1 tert-butyl (3-(4-((9-chloro-7-(2-fluoro-6-methoxyphenyl)-5H-benzo[c]pyrimido[4,5-e]azepin-2-yl)amino)-2-methoxybenzamido)propyl)carbamate